FC=1C=C(C(=NC1)OC)C1(N(CCC1)C1=CC=C(C(=N1)N)[N+](=O)[O-])[2H] 6-(2-(5-fluoro-2-methoxypyridin-3-yl)pyrrolidin-1-yl-2-d)-3-nitropyridin-2-amine